(2R,3S)-2-hydroxy-4-phenyl-butane O[C@H](C)CCC1=CC=CC=C1